5-(2,6-dimethoxyphenyl)-6-(ethoxymethyl)-3-((4-(6-fluoropyridin-3-yl)phenyl)sulfonyl)-4-hydroxypyridin-2(1H)-one COC1=C(C(=CC=C1)OC)C=1C(=C(C(NC1COCC)=O)S(=O)(=O)C1=CC=C(C=C1)C=1C=NC(=CC1)F)O